CC1N(CCC2=C1SC(=C2)C2=NOC(=N2)C(F)(F)F)S(=O)(=O)C 3-(7-methyl-6-(methylsulfonyl)-4,5,6,7-tetrahydrothieno[2,3-c]pyridin-2-yl)-5-(trifluoromethyl)-1,2,4-oxadiazole